C(#N)C=1C(=CC(=C(C(=O)NC2=CC(=C(C=C2)F)NC(=N)N)C1)OC1=C(C=C(C=C1)F)C)C(F)(F)F 5-Cyano-2-(4-fluoro-2-methylphenoxy)-N-(4-fluoro-3-guanidinophenyl)-4-(trifluoromethyl)benzamide